methyl 3-hydroxyisoquinoline-4-carboxylate OC=1N=CC2=CC=CC=C2C1C(=O)OC